methyl 2-methoxy-5-(3a,4,6,6a-tetrahydrofuro[3,4-d]isoxazol-3-yl)benzoate COC1=C(C(=O)OC)C=C(C=C1)C1=NOC2C1COC2